3-amino-N-{2-[3-amino-4-(1,1-difluoro-2-methoxyethyl)pyrrolidin-1-yl]-3-fluoro-5,6,7,8-tetrahydroquinolin-6-yl}-6-methylthieno[2,3-b]pyridine-2-carboxamide NC1=C(SC2=NC(=CC=C21)C)C(=O)NC2CC=1C=C(C(=NC1CC2)N2CC(C(C2)C(COC)(F)F)N)F